(S)-N-(6-(1-cyano-2-methylcyclopropyl)isoquinolin-3-yl)cyclopropanecarboxamide C(#N)[C@@]1(C(C1)C)C=1C=C2C=C(N=CC2=CC1)NC(=O)C1CC1